ClC1=NC=C(C(=N1)NC1=C(C(=O)NC(C)C)C=CC=C1)C(F)(F)F 2-((2-chloro-5-(trifluoromethyl)pyrimidin-4-yl)amino)-N-isopropylbenzamide